[Br-].NCCC[N+](C)(C)CC(COCCCCCCCCCCCC)OCCCCCCCCCCCC (+)-N-(3-aminopropyl)-N,N-dimethyl-2,3-bis(dodecyloxy)-1-propylaminium bromide